CN1C([C@@H](CC2=CC=CC(=C12)C(C)C1=C(C=CC=C1)C(F)(F)F)NC(=O)N)=O ((3R)-1-methyl-2-oxo-8-(1-(2-(trifluoromethyl)phenyl)ethyl)-1,2,3,4-tetrahydroquinolin-3-yl)urea